COC1=C(C=CC=C1)N1CCN(CC1)CCN(C(=O)C1CCCCC1)C1=NC=CC=C1 N-(2-(4-(2-methoxyphenyl)-1-piperazinyl)ethyl)-N-(2-pyridinyl)cyclohexanecarboxamide